1-[4-[6-[5-[[6-(3,3-difluorocyclobutoxy)pyrazin-2-yl]amino]-1-methyl-pyrazol-4-yl]-3-pyridinyl]phenyl]cyclopropanecarboxylic acid FC1(CC(C1)OC1=CN=CC(=N1)NC1=C(C=NN1C)C1=CC=C(C=N1)C1=CC=C(C=C1)C1(CC1)C(=O)O)F